N-((2,6-dihydroxy-3'-methyl-4-pentyl-[1,1'-biphenyl]-3-yl)sulfonyl)oxetane-2-carboxamide OC1=C(C(=CC(=C1S(=O)(=O)NC(=O)C1OCC1)CCCCC)O)C1=CC(=CC=C1)C